C(CCCCCCCCCCCCCCCCCCCCCCCCC)C(C(=O)O)CCCCCCCCCCCCCCCCCCCCCCCC hexacosanyl-cerotic acid